9,9'-(4-(3-phenyl-9H-carbazol-9-yl)-3,5-bis(6-phenylpyridin-2-yl)-1,2-phenylene)bis(9H-carbazole) C1(=CC=CC=C1)C=1C=CC=2N(C3=CC=CC=C3C2C1)C1=C(C(=C(C=C1C1=NC(=CC=C1)C1=CC=CC=C1)N1C2=CC=CC=C2C=2C=CC=CC12)N1C2=CC=CC=C2C=2C=CC=CC12)C1=NC(=CC=C1)C1=CC=CC=C1